N-(oxiran-2-ylmethyl)-7-(2-pyridyl)naphthalen-1-amine O1C(C1)CNC1=CC=CC2=CC=C(C=C12)C1=NC=CC=C1